C(C([2H])([2H])[2H])(=O)N1[C@@H](CN(C[C@H]1C)C(C=C)=O)C1=CC(=NC(=C1)Cl)C1=CC(=NC=N1)C(=O)NC([2H])([2H])[2H] 6-(4-((2R,6R)-1-(acetyl-d3)-4-acryloyl-6-methylpiperazin-2-yl)-6-chloropyridin-2-yl)-N-(methyl-d3)pyrimidine-4-carboxamide